1,3-Xylylendiisocyanat C1(=CC(=CC=C1)CN=C=O)CN=C=O